FC(OC1=CC=C(C=C1)C1=NOC(=N1)CCC(=O)O)(F)F 3-{3-[4-(trifluoromethoxy)phenyl]-1,2,4-oxadiazol-5-yl}propionic acid